CC=1C=C(C=CC1C)CO (3,4-dimethylphenyl)methanol